C(#N)C=1C=NC2=CC=C(C=C2C1NC(C)C1=CC=CC=C1)C=1C=C(C(=NC1)OC)NS(=O)(=O)C N-(5-(3-cyano-4-((1-phenylethyl)amino)quinolin-6-yl)-2-methoxypyridin-3-yl)methanesulfonamide